C(C)OC(=O)C1=C(C(NC=C1)=O)O 3-hydroxy-2-oxo-1,2-dihydropyridine-4-carboxylic acid ethyl ester